(R)-(7-chloro-4-methyl-1H-benzo[d]imidazol-2-yl)(5-methyl-7,8-dihydro-1,6-naphthyridin-6(5H)-yl)methanone ClC1=CC=C(C2=C1NC(=N2)C(=O)N2[C@@H](C=1C=CC=NC1CC2)C)C